C1(CC1)[C@@H]1CC2=C(CN(C1)CC1=CC(=CC=3C=CSC31)[C@@H](CC(=O)O)C3=C(C1=C(N(N=N1)C)C=C3)C)N=C(C=C2)O |o1:3| (3R)-3-(7-{[(6S*)-6-cyclopropyl-2-hydroxy-5,6,7,9-tetrahydro-8H-pyrido[2,3-c]azepin-8-yl]methyl}-1-benzothiophen-5-yl)-3-(1,4-dimethyl-1H-benzotriazol-5-yl)propanoic acid